(E)-4-(4-fluorophenyl)-2-o-bromophenylvinyl-thiazole FC1=CC=C(C=C1)C=1N=C(SC1)\C=C\C1=C(C=CC=C1)Br